methyl 4-bromo-2-methyl-1H-benzo[d]imidazole-6-carboxylate BrC1=CC(=CC=2NC(=NC21)C)C(=O)OC